O[C@H]1C[C@@H]([C@@]2([C@H]3CC[C@]4([C@H]([C@@H]3CC[C@H]2C1)CC[C@@H]4[C@@H](CCC(=O)N(C)C)C)C)C)O (4R)-4-[(1R,3aS,3bS,5aS,7R,9S,9aS,9bS,11aR)-7,9-dihydroxy-9a,11a-dimethyl-hexadecahydro-1H-cyclopenta[a]phenanthren-1-yl]-N,N-dimethylpentanamide